NC1=NC=C(C=C1C=1C=C2C(N=CC2=CC1)(C)C)C1=CC=C(C=C1)N1CCN(CC1)C 5-(2-amino-5-(4-(4-methylpiperazin-1-yl)phenyl)pyridin-3-yl)-3,3-dimethylisoindol